(4-bromo-2-fluoro-6-methylphenyl)methanol BrC1=CC(=C(C(=C1)C)CO)F